ClC1=CC=C(C=C1)[C@H]([C@@H]1[C@H]([C@H]([C@@H](C1)N1C=2NC=N/C(/C2N=C1C)=N/N)O)O)O (1S,2R,3R,5R)-3-((S)-(4-chlorophenyl)(hydroxy)methyl)-5-((E)-6-hydrazineylidene-8-methyl-3,6-dihydro-9H-purin-9-yl)cyclopentane-1,2-diol